tert-butyl (S)-4-hydroxy-4-((4-hydroxy-1-phenylbutyl)carbamoyl)piperidine-1-carboxylate OC1(CCN(CC1)C(=O)OC(C)(C)C)C(N[C@@H](CCCO)C1=CC=CC=C1)=O